6-(2-(1H-tetrazol-5-yl)phenyl)-N2-benzyl-N4-(4-phenylthiazol-2-yl)-N2-propylpyridine-2,4-diamine N1N=NN=C1C1=C(C=CC=C1)C1=CC(=CC(=N1)N(CCC)CC1=CC=CC=C1)NC=1SC=C(N1)C1=CC=CC=C1